(3Z)-1-bromo-6,6-diethoxy-3-hexene BrCC\C=C/CC(OCC)OCC